CC1=C(C(=CC(=C1)N1CC2=C(CCC1)C=C(C=C2)OCC(CC(F)(F)F)(F)F)C)NC(CC(C)(C)C)=O N-(2,6-Dimethyl-4-(7-(2,2,4,4,4-pentafluorobutoxy)-1,3,4,5-tetrahydro-2H-Benzo[c]azepine-2-yl)phenyl)-3,3-dimethylbutanamide